nonadecyl vinyl ether C(=C)OCCCCCCCCCCCCCCCCCCC